Nickel-molybdenum-samarium [Sm].[Mo].[Ni]